C(C)OC(=O)C1=CN(C(=CC1=O)C1=CC(=C(C=C1)N1CCCC1)Br)C1=CC2=C(N=C(O2)N2[C@H](CCC2)COC)C=C1 (R)-6-(3-bromo-4-(pyrrolidin-1-yl)phenyl)-1-(2-(2-(methoxymethyl)pyrrolidine-1-yl)benzo[d]oxazol-6-yl)-4-oxo-1,4-dihydropyridine-3-carboxylic acid ethyl ester